3,5-dimethyl-4,5,6,7-tetrahydro-1-benzofuran CC1=COC2=C1CC(CC2)C